FC(CC1CCN2C=CC=C12)F 1-(2,2-difluoroethyl)-2,3-dihydro-1H-pyrrolizine